2-fluoro-6-(6-(((1s,2s,3r,5r)-2-fluoro-9-azabicyclo[3.3.1]non-3-yl)oxy)pyridazin-3-yl)-3-(1-methyl-1H-pyrazol-4-yl)phenol FC1=C(C(=CC=C1C=1C=NN(C1)C)C=1N=NC(=CC1)O[C@H]1[C@H]([C@@H]2CCC[C@H](C1)N2)F)O